C1(C=CCCCCCCCCCCCCC1)=O cyclohexadecen-1-one